C1(CC1)NC(C1=C(C=C(C=C1)F)S)=O N-cyclopropyl-4-fluoro-2-sulfanyl-benzamide